3-(3-(2,2-Dimethyl-2,3-dihydrobenzo[f][1,4]oxazepin-4(5H)-yl)-2,3-dihydro-1H-inden-5-yl)-5-(4-propyl-1H-1,2,3-triazol-1-yl)pentanoic acid, trifluoroacetic acid salt FC(C(=O)O)(F)F.CC1(OC2=C(CN(C1)C1CCC3=CC=C(C=C13)C(CC(=O)O)CCN1N=NC(=C1)CCC)C=CC=C2)C